[Cu](C#N)(C#N)C#N copper tricyanide